N1C(C=CCC1)=O 5,6-Dihydro-2(1H)-pyridone